ClC1=CC(=C(COC2=CC=CC(=N2)C2=CC(=C(CC3=NC4=C(N3[C@@H]3COCC3(C)C)C=C(C=C4)C(=O)O)C=C2F)F)C=C1)OC (S)-2-(4-(6-((4-chloro-2-methoxybenzyl)oxy)pyridin-2-yl)-2,5-difluorobenzyl)-1-(4,4-dimethyltetrahydrofuran-3-yl)-1H-benzo[d]imidazole-6-carboxylic acid